FC1=C(C=CC(=C1)CN1CCN(CC1)C=1C=NC(=CC1)NC1=NC=C(C(=N1)C=1C=C(C2=C(N(C(=N2)C)C(C)C)C1)F)F)C1C(NC(CC1)=O)=O 3-(2-fluoro-4-((4-(6-((5-fluoro-4-(4-fluoro-1-isopropyl-2-methyl-1H-benzo[d]imidazol-6-yl)pyrimidin-2-yl)amino)pyridin-3-yl)piperazin-1-yl)methyl)phenyl)piperidine-2,6-dione